[13C1]-glycine N[13CH2]C(=O)O